CCCCC[C@@H](/C=C/[C@H]1[C@H](C[C@@H]([C@@H]1C/C=C\\CCCC(=O)[O-])O)O)O The molecule is a prostaglandin carboxylic acid anion that is the conjugate base of 11-epi-prostaglandin F2alpha, obtained by deprotonation of the carboxy group; major species at pH 7.3. It has a role as a human metabolite. It is a conjugate base of an 11-epi-prostaglandin F2alpha.